(S)-N-(2-((6-oxo-5-(trifluoromethyl)-1,6-dihydropyridazin-4-yl)amino)propoxy)-2-(1-(5-oxo-6,7-dihydro-5H-cyclopenta(d)pyrimidin-2-yl)piperidin-4-yl)acetamide O=C1C(=C(C=NN1)N[C@H](CONC(CC1CCN(CC1)C=1N=CC2=C(N1)CCC2=O)=O)C)C(F)(F)F